C(C=C)(=O)OC=1C=2C(C(=COC2C=C(C1)OC(C=C)=O)C1=CC=C(OC(C=C)=O)C=C1)=O genistein triacrylate